BrC1=C(C(O)=CC=C1)O 3-Bromocatechol